2-((butyl(ethoxycarbonyl)amino)methyl)benzoic acid C(CCC)N(C(=O)OCC)CC1=C(C(=O)O)C=CC=C1